NC1=CC=C(C=C1)C=1C(=C(C=C(C1)C1CCN(CC1)C(C(C)C)=O)ON=C(C)C)C#N 4'-amino-5-(1-isobutyrylpiperidin-4-yl)-3-((propan-2-ylideneamino)oxy)-[1,1'-biphenyl]-2-carbonitrile